C(#N)CN1N=C(C=C1)C1=C2C=C(N=CC2=C(N=C1)NC)C1(CC1)C(=O)N (5-(1-(cyanomethyl)-1H-pyrazol-3-yl)-8-(methylamino)-2,7-naphthyridin-3-yl)cyclopropanecarboxamide